7-methyl-1-((3-((3R,5R)-5-(naphthalen-2-yl)tetrahydrofuran-3-yl)-1,2,4-oxadiazol-5-yl)methyl)-1,7-dihydro-6H-purin-6-one CN1C=NC=2N=CN(C(C12)=O)CC1=NC(=NO1)[C@@H]1CO[C@H](C1)C1=CC2=CC=CC=C2C=C1